C(N(C([O-])=SCC)CC)N(C([O-])=SCC)CC methylenebis(diethylthiocarbamate)